perfluorononenoxybenzene sodium [Na].FC1=C(C(=C(C(=C1F)F)F)F)OC(=C(C(C(C(C(C(C(C(F)(F)F)(F)F)(F)F)(F)F)(F)F)(F)F)(F)F)F)F